C(C)(C)(C)C=1C=CC(=NC1)C1=C(C=C2C=NC(=NN21)N[C@H]2[C@@H](COCC2)O)F (3S,4R)-4-((7-(5-(tert-butyl)pyridin-2-yl)-6-fluoropyrrolo[2,1-f][1,2,4]triazin-2-yl)amino)tetrahydro-2H-pyran-3-ol